1-(3'-hydroxypropyl)imidazole OCCCN1C=NC=C1